CN1C(SC(=C1)C)C(=O)[O-] 3,5-dimethylthiazoline-2-carboxylate